2-chloro-5-ethyl-4,6-dimethylpyrimidine ClC1=NC(=C(C(=N1)C)CC)C